cis-hexenyl-phosphonium iodide [I-].C(=C/CCCC)/[PH3+]